CC1=CC=C2C=CN=C(C2=C1)NCCC(=O)O 3-[(7-methyl-1-isoquinolinyl)amino]propionic acid